ClC=1C(=CC=2N(C1)N=CN2)C=2CCN(CC2)S(=O)(=O)C=2C=NN(C2C)C 6-chloro-7-(1-((1,5-dimethyl-1H-pyrazol-4-yl)sulfonyl)-1,2,3,6-tetrahydropyridin-4-yl)-[1,2,4]triazolo[1,5-a]pyridine